BrC1=C(OCC(CCCO)C2CC2)C=CC(=C1)S(=O)(=O)CC 5-(2-bromo-4-ethylsulfonyl-phenoxy)-4-cyclopropyl-pentan-1-ol